C(CCCCCCCCCC)[Si](O[Si](C)(C)C)(O[Si](C)(C)C)C undecylmethyldi(trimethylsiloxy)silane